ClC=1C(=C(C(=O)O)C=CC1Cl)NC1=CC=CC=C1 3,4-dichloro-2-(phenylamino)benzoic acid